ethyldimethoxysilane Cyclopropylmethyl-3-({[(3R)-1-(tert-butoxycarbonyl)piperidin-3-yl]carbonyl}amino)-5-(2-chloro-5-cyanophenyl)-1H-indazole-1-carboxylate C1(CC1)COC(=O)N1N=C(C2=CC(=CC=C12)C1=C(C=CC(=C1)C#N)Cl)NC(=O)[C@H]1CN(CCC1)C(=O)OC(C)(C)C.C(C)[SiH](OC)OC